2-[(5-Phenyl-2-furanyl)methylene]benzo[b]thiophen-3(2H)-one C1(=CC=CC=C1)C1=CC=C(O1)C=C1C(C2=C(S1)C=CC=C2)=O